OCC1CCN(CC1)CC1=NC(=NO1)C=1C(=C(C=CC1)C1=C(C(=CC=C1)C=1OC2=C(N1)C=C(C=C2)C=O)C)C 2-(3'-(5-((4-(hydroxymethyl)piperidin-1-yl)methyl)-1,2,4-oxadiazol-3-yl)-2,2'-dimethyl-[1,1'-biphenyl]-3-yl)benzo[d]oxazole-5-carbaldehyde